(S)-6-fluoro-3'-(tetrahydro-2H-pyran-4-yl)-2,3,5',8'-tetrahydro-1'H-spiro[indene-1,7'-pyrido[2,3-d]pyrimidine]-2',4'(3'H,6'H)-dione FC1=CC=C2CC[C@]3(CCC4=C(NC(N(C4=O)C4CCOCC4)=O)N3)C2=C1